(2R,3R)-N,N-dibenzyl-2-methylazepin-3-amine C(C1=CC=CC=C1)N(C1=C(NC=CC=C1)C)CC1=CC=CC=C1